C(C)(C)(C)OC(=O)N([C@H]1CN(CC1)C=1C=CC(=C2N=C(SC21)OC)C(=O)OC)C methyl 7-[(3R)-3-[tert-butoxycarbonyl(methyl)amino]pyrrolidin-1-yl]-2-methoxy-1,3-benzothiazole-4-carboxylate